N[C@@H]1CCCC12CCN(CC2)C2=NC=C(C=1N2C=CN1)SC=1C(=C(C=CC1)NC(=O)C1=C(N=C2N(C1=C=O)CCCC2)O)Cl (R)-N-(3-((5-(1-amino-8-azaspiro[4.5]decan-8-yl)imidazo[1,2-c]pyrimidin-8-yl)thio)-2-chlorophenyl)-2-hydroxy-4-carbonyl-6,7,8,9-tetrahydro-4H-pyrido[1,2-a]pyrimidine-3-carboxamide